N-methyl-4-butyl-N-octadecyl-anilinium [tetrakis(perfluorophenyl) borate] FC1=C(C(=C(C(=C1F)F)F)F)[B-](C1=C(C(=C(C(=C1F)F)F)F)F)(C1=C(C(=C(C(=C1F)F)F)F)F)C1=C(C(=C(C(=C1F)F)F)F)F.C[NH+](C1=CC=C(C=C1)CCCC)CCCCCCCCCCCCCCCCCC